S-benzyl-isothiuronium C(C1=CC=CC=C1)SC(N)=[NH2+]